9-(4-chloroquinolin-6-yl)-6,7-dimethoxynaphtho[2,3]furan ClC1=CC=NC2=CC=C(C=C12)C1=C2C=C(C(=CC2=CC=2C=COC21)OC)OC